tert-butyl (6-(pyridin-2-ylamino)spiro[3.3]heptan-2-yl)carbamate N1=C(C=CC=C1)NC1CC2(CC(C2)NC(OC(C)(C)C)=O)C1